6-[7-Bromo-5-(propylthio)-3H-1,2,3-triazolo[4,5-d]-pyrimidin-3-yl]-tetrahydro-2,2-dimethyl-4H-cyclopenta-1,3-dioxol-4-ol BrC=1C2=C(N=C(N1)SCCC)N(N=N2)C2CC(C1C2OC(O1)(C)C)O